4-fluoropiperidine-1-carboxylic acid isopropyl ester C(C)(C)OC(=O)N1CCC(CC1)F